bisaminomethylcyclohexanone NCC1(CCC(CC1)=O)CN